2-(3-(4-bromophenyl)-6-oxopyridazin-1(6H)-yl)acetonitrile BrC1=CC=C(C=C1)C1=NN(C(C=C1)=O)CC#N